N[C@H]1C(O)O[C@@H]([C@@H]([C@@H]1O)O)CN 2,6-diamino-2,6-dideoxy-d-galactopyranose